(pyrrolidinyl)(diisobutyl)aluminum N1(CCCC1)[Al](CC(C)C)CC(C)C